N-{4-[6-chloro-3-(pyridin-2-yl)-1H-pyrrolo[3,2-b]pyridin-2-yl]pyridin-2-yl}-2-(4-fluorophenyl)propanamide ClC=1C=C2C(=NC1)C(=C(N2)C2=CC(=NC=C2)NC(C(C)C2=CC=C(C=C2)F)=O)C2=NC=CC=C2